N1C=C(C2=CC=CC=C12)C1=NC=C(C2=C1CNC2=O)NC2=NC=C(C=C2)N2CCNCC2 4-(1H-indol-3-yl)-7-[(5-piperazin-1-yl-2-pyridyl)amino]-2,3-dihydro-pyrrolo[3,4-c]pyridin-1-one